C(CCCCCCCCCCCCCCC)(=O)OCC(COC(CCCCCCCCCCCCCCC)=O)OC(CCCCCCCCC(=O)O)=O decanedioic acid 1-(1,3-bis(palmitoyloxy) propan-2-yl) ester